1-(4-(trifluoromethyl)phenyl)ethane FC(C1=CC=C(C=C1)CC)(F)F